BrC=1N=C(NC1C)C=1C(=NC=CC1C1=CC=CC=C1)Cl 3-(4-bromo-5-methyl-1H-imidazol-2-yl)-2-chloro-4-phenylpyridine